1,1,1,3,3,3-Hexafluoropropan-2-yl 2-(4-chloro-3-morpholinylbenzyl)-2,8-diazaspiro[4.5]decane-8-carboxylate ClC1=C(C=C(CN2CC3(CC2)CCN(CC3)C(=O)OC(C(F)(F)F)C(F)(F)F)C=C1)N1CCOCC1